(S)-8-(4-chloro-2-fluorophenyl)-2,3-dimethyl-6-(2-(1-methyl-1H-pyrazol-4-yl)morpholino)pyrimido[5,4-d]pyrimidin-4(3H)-one ClC1=CC(=C(C=C1)C1=NC(=NC2=C1N=C(N(C2=O)C)C)N2C[C@@H](OCC2)C=2C=NN(C2)C)F